2-(3,3-difluoropyrrolidin-1-yl)-5,7-dihydrofuro[3,4-b]pyridine-3-carboxylic acid FC1(CN(CC1)C1=C(C=C2C(=N1)COC2)C(=O)O)F